5-bromo-2-[(butan-2-yl)carbamoyl]benzoic acid BrC=1C=CC(=C(C(=O)O)C1)C(NC(C)CC)=O